(1R,4R)-4-((5-amino-8-(trifluoromethyl)pyrido[4,3-d]pyrimidin-2-yl)amino)cyclohexan-1-ol NC1=NC=C(C=2N=C(N=CC21)NC2CCC(CC2)O)C(F)(F)F